N-[2-chloro-3-[3-[[3-[[(3R)-3-hydroxypyrrolidin-1-yl]methyl]-1,7-naphthyridin-8-yl]amino]-2-methyl-phenyl]phenyl]-4-oxo-6,7-dihydro-5H-pyrazolo[1,5-a]pyridine-2-carboxamide ClC1=C(C=CC=C1C1=C(C(=CC=C1)NC=1N=CC=C2C=C(C=NC12)CN1C[C@@H](CC1)O)C)NC(=O)C1=NN2C(C(CCC2)=O)=C1